C1=CC(=CC(=C1)Cl)S(=O)(=O)C2=CC=C(C=C2)Cl 3,4'-dichlorodiphenyl sulfone